2-{5-bromo-3H-imidazo[4,5-b]pyridin-3-yl}-4-chloro-6-methoxybenzonitrile BrC1=CC=C2C(=N1)N(C=N2)C2=C(C#N)C(=CC(=C2)Cl)OC